FC1=C(C(=CC=C1)F)C1=CC(=C(N=N1)C(=O)N)NC1=CN(C(C=C1)=O)C 6-(2,6-difluorophenyl)-4-((1-methyl-6-oxo-1,6-dihydropyridin-3-yl)amino)pyridazine-3-carboxamide